4-(3-(2,6-bis(benzyloxy)pyridin-3-yl)-5-fluoro-1-methyl-1H-indazol-6-yl)-3,6-dihydropyridine-1(2H)-carboxylic acid tert-butyl ester C(C)(C)(C)OC(=O)N1CCC(=CC1)C1=C(C=C2C(=NN(C2=C1)C)C=1C(=NC(=CC1)OCC1=CC=CC=C1)OCC1=CC=CC=C1)F